5-(tetrahydrofuran-3-yl)-1,3,4-thiadiazol-2-amine O1CC(CC1)C1=NN=C(S1)N